N1C=NC(=C1)CN1C[C@H](N(CC2=C1C=CC(=C2)C#N)S(=O)(=O)C=2SC=CC2)CC2=CC=CC=C2 (R)-2,3,4,5-Tetrahydro-1-(1H-imidazol-4-ylmethyl)-3-(phenylmethyl)-4-(2-thienylsulfonyl)-1H-1,4-benzodiazepine-7-carbonitrile